3-(3-phenylpropyl)-5-[(2S,4R)-4-hydroxy-1-methanesulfonyl-pyrrolidin-2-yl]-1,2,4-oxadiazole C1(=CC=CC=C1)CCCC1=NOC(=N1)[C@H]1N(C[C@@H](C1)O)S(=O)(=O)C